azobis(2-methylpropionate) N(=NC(C(=O)[O-])(C)C)C(C(=O)[O-])(C)C